O=C1N(N=CC=2C=3CCCCC3SC12)C1=NC=CC=C1 2-{6-oxo-8-thia-4,5-diazatricyclo[7.4.0.02,7]trideca-1(9),2(7),3-trien-5-yl}pyridine